rac-(5R,7S,8R)-7,8-dihydroxy-2-azaspiro[4.5]decane-2-carboxylic acid tert-butyl ester C(C)(C)(C)OC(=O)N1C[C@]2(CC1)C[C@@H]([C@@H](CC2)O)O |r|